(7-(4-(difluoromethyl)benzyl)-2-azaspiro[3.5]non-2-yl)((1s,3s)-3-hydroxy-3-methylcyclobutyl)methanone FC(C1=CC=C(CC2CCC3(CN(C3)C(=O)C3CC(C3)(C)O)CC2)C=C1)F